2-(2-{[5-(2-methylfuran-3-yl)-4-phenyl-4H-1,2,4-triazol-3-yl]sulfanyl}acetamido)-4H,5H,6H-cyclopenta[b]thiophene-3-carboxamide CC=1OC=CC1C=1N(C(=NN1)SCC(=O)NC1=C(C2=C(S1)CCC2)C(=O)N)C2=CC=CC=C2